C1(=CC=CC=C1)C1=C(C(=C(C(=C1)C1=CC=CC=C1)O)C(C)C)CC 4,6-diphenyl-ethyl-2-isopropyl-phenol